3-mercaptoalanine SC[C@H](N)C(=O)O